N-amino-7-hydroxyisoquinolinium-2,4,6-trimethylbenzenesulfonate salt CC1=C(C(=CC(=C1)C)C)S(=O)(=O)[O-].N[N+]1=CC2=CC(=CC=C2C=C1)O